methyl (phenylsulfonyl)carbamate C1(=CC=CC=C1)S(=O)(=O)NC(OC)=O